4,4-Diphenyl-N-(3-phenylpropyl)butanamide C1(=CC=CC=C1)C(CCC(=O)NCCCC1=CC=CC=C1)C1=CC=CC=C1